N-(2-((1s,3s)-3-aminocyclobutane-1-carboxamido)ethyl)-2-ethyl-4-((3-(3-(trifluoromethyl)-1H-pyrazol-4-yl)imidazo[1,2-a]pyrazin-8-yl)amino)benzamide formate C(=O)O.NC1CC(C1)C(=O)NCCNC(C1=C(C=C(C=C1)NC=1C=2N(C=CN1)C(=CN2)C=2C(=NNC2)C(F)(F)F)CC)=O